FC(C1=CC=C(N=N1)C=C1CC2(CN(C2)C(=O)OC(C)(C)C)C1)(F)F tert-butyl 6-[[6-(trifluoromethyl) pyridazin-3-yl] methylene]-2-azaspiro[3.3]heptane-2-carboxylate